tert-butyl 3-hydroxy-4-(methoxymethyl)-4-methyl-piperidine-1-carboxylate OC1CN(CCC1(C)COC)C(=O)OC(C)(C)C